2,6-diethyl-3,5-difluorobenzyl (1R)-trans-3-(2-methyl-1-propenyl)-2,2-dimethylcyclopropanecarboxylate CC(=C[C@H]1C([C@@H]1C(=O)OCC1=C(C(=CC(=C1CC)F)F)CC)(C)C)C